1-(4-(phenylthio)phenyl)octan-1-one C1(=CC=CC=C1)SC1=CC=C(C=C1)C(CCCCCCC)=O